methyl 2-{[4-(3-{[6-(trifluoromethyl) pyridin-3-yl]oxy}pyrazin-2-yl) piperidin-1-yl]methyl}prop-2-enoate FC(C1=CC=C(C=N1)OC=1C(=NC=CN1)C1CCN(CC1)CC(C(=O)OC)=C)(F)F